4-(3-aminobicyclo[1.1.1]pentan-1-ylamino)-6-(5-cyanopyrazin-2-ylamino)-N-methylpyridazine-3-carboxamide NC12CC(C1)(C2)NC2=C(N=NC(=C2)NC2=NC=C(N=C2)C#N)C(=O)NC